N-{(6R)-7,7-difluoro-2-[5-fluoro-6-(hydroxymethyl)-4-(2,4,6-trifluorophenyl)-1,2-benzoxazol-3-yl]-3-oxo-2,5,6,7-tetrahydro-3H-pyrrolo[1,2-c]imidazol-6-yl}methanesulfonamide FC1([C@@H](CN2C(N(C=C21)C2=NOC1=C2C(=C(C(=C1)CO)F)C1=C(C=C(C=C1F)F)F)=O)NS(=O)(=O)C)F